((2S)-1-(((2S)-4-(ethylamino)-3-hydroxy-4-oxo-1-((S)-2-oxopyrrolidin-3-yl)butan-2-yl)amino)-1-oxo-3-phenylpropane-2-yl)carbamic acid 2-(3-chlorophenyl)-2,2-difluoro-1-phenylethyl ester ClC=1C=C(C=CC1)C(C(C1=CC=CC=C1)OC(N[C@H](C(=O)N[C@@H](C[C@H]1C(NCC1)=O)C(C(=O)NCC)O)CC1=CC=CC=C1)=O)(F)F